C(N)(OCC1=C(C=CC(=C1)C(C)=NOCC1=CC(=CC=C1)C)Cl)=O (2-chloro-5-[1-(3-methylbenzyloxyimino) ethyl] benzyl) carbamate